O1C=CN(C=C1)C1=CC=C(N=N1)C(=O)NN 6-(1,4-oxazin-4-yl)-1,2-diazine-3-carbohydrazide